CARYOPHYLLENE C=C1CC/C=C(/C)CC[C@@H]2[C@@H]1CC2(C)C